ethyl 3-(3-(6-mercapto-5,5-dimethyl-1-((tetrahydro-2H-pyran-2-yl)oxy)hexyl)phenyl)propanoate SCC(CCCC(OC1OCCCC1)C=1C=C(C=CC1)CCC(=O)OCC)(C)C